5-(6-bromo-2-fluoropyridin-3-yl)-1-(oxacyclohex-4-yl)pyrazole-4-carboxylic acid ethyl ester C(C)OC(=O)C=1C=NN(C1C=1C(=NC(=CC1)Br)F)C1CCOCC1